FC(C1=CC(=NO1)C(=O)N1C2CC2CC1C(=O)N)(F)F 2-(5-(trifluoromethyl)isoxazole-3-carbonyl)-2-azabicyclo[3.1.0]hexane-3-carboxamide